FN1C2(CC(C3=CC=CC=C13)=O)CCN(CC2)C(=O)NCC2=NOC=C2 fluoro-N-(isoxazol-3-ylmethyl)-4'-oxo-3',4'-dihydro-1'H-spiro[piperidine-4,2'-quinoline]-1-carboxamide